4-((6-(1-Isopropyl-1H-pyrazol-4-yl)pyrimidin-4-yl)((4-(4-methoxy-3-methylphenyl)bicyclo[2.2.2]octan-1-yl)methyl)carbamoyl)(trans-cyclohexyl) 3-(hydroxymethyl)azetidine-1-carboxylate OCC1CN(C1)C(=O)O[C@@H]1CC[C@H](CC1)C(N(CC12CCC(CC1)(CC2)C2=CC(=C(C=C2)OC)C)C2=NC=NC(=C2)C=2C=NN(C2)C(C)C)=O